N-(m-tolylaminocarbonyl)-phenylglycine C1(=CC(=CC=C1)NC(=O)NC(C1=CC=CC=C1)C(=O)O)C